CC=1C=C(COC2=C(SC=C2)C(=O)NC=2C=NC=CC2)C=CC1 3-(3-methylbenzyloxy)-N-(pyridin-3-yl)thiophene-2-carboxamide